CN(C1=NC2=C(N1COCC[Si](C)(C)C)C(=CC(=C2)C(=O)O)C2OCCO2)C 2-(dimethylamino)-7-(1,3-dioxolan-2-yl)-1-((2-(trimethylsilyl)ethoxy)methyl)-1H-benzo[d]imidazole-5-carboxylic acid